2-methoxycarbonylamino-5-phenylsulphinylbenzimidazole COC(=O)NC=1NC2=C(N1)C=CC(=C2)S(=O)C2=CC=CC=C2